2-(1-methanesulfonylpropan-2-yl)-6-({5-methyl-3-[6-(trifluoromethyl)pyridin-3-yl]-1,2-oxazol-4-yl}methoxy)-1,2,3,4-tetrahydro-2,7-naphthyridine CS(=O)(=O)CC(C)N1CC2=CN=C(C=C2CC1)OCC=1C(=NOC1C)C=1C=NC(=CC1)C(F)(F)F